1,2-dimethylaminoethylene CNC=CNC